3,3-dimethylcyclobutyl L-alaninate Hydrochloride Cl.N[C@@H](C)C(=O)OC1CC(C1)(C)C